3-dimethylaminopropylamine CN(CCCN)C